CC1=CC=C(C=C1)S(=O)(=O)OCC(CCC)COS(=O)(=O)C1=CC=C(C=C1)C 2-{[(4-methylbenzene-1-sulfonyl)oxy]methyl}pentyl 4-methylbenzene-1-sulfonate